C(CCCCCCC\C=C/C\C=C/CCCCC)N(CCO)CCCCCCCCCCCCCC 2-(((9Z,12Z)-octadec-9,12-dien-1-yl)(tetradecyl)amino)ethan-1-ol